C(C)(C)(C)OC(CN1CCN(CCN(CC1)CC(OC(C)(C)C)=O)CC(=O)O)=O 2-(4,7-bis(2-(tert-butoxy)-2-oxoethyl)-1,4,7-triazacyclononan-1-yl)acetic acid